FC(OC=1C=2N(C=CC1)N=C(C2)[C@H]2N(CCC1=C2N=CN1)C1=NC=C(C=N1)C(F)(F)F)F (S)-4-(4-(difluoromethoxy)pyrazolo[1,5-a]pyridin-2-yl)-5-(5-(trifluoromethyl)pyrimidin-2-yl)-4,5,6,7-tetrahydro-1H-imidazo[4,5-c]pyridine